carbamic acid benzyl ester dihydrochloride Cl.Cl.C(C1=CC=CC=C1)OC(N)=O